CC1=NC(=CC(=C1)[C@@H](C1=CC=C(C(=O)N)C=C1)OC1=CC=C2C(CCOC2=C1C)=O)C (R)-4-((2,6-dimethylpyridin-4-yl)((8-methyl-4-oxochroman-7-yl)oxy)methyl)benzamide